BrC=1C=C(C=CC1)C1(COC1)CN1N=NC=C1C 1-((3-(3-bromophenyl)oxetan-3-yl)methyl)-5-methyl-1H-1,2,3-triazole